(4-(chloromethyl)-1-(2-oxo-1,2-dihydroquinolin-4-yl)methyl)-sulfamide ClCC1(CC(NC2=CC=CC=C12)=O)CNS(=O)(=O)N